ClC=1C=C(C=CC1F)N1CCOCCCNC(C2=CC3=C1C=CN=C3C=C2)=O 1-(3-chloro-4-fluorophenyl)-2,3,5,6,7,8-hexahydro-10,12-ethenopyrido-[4,3-e][1,4,10]oxadiazacyclotridecin-9(1H)-one